(S)-2-hydroxy-3-(2-(1-(4-isopropyl-5-methylfuran-2-yl)propylamino)-3,4-dioxocyclobut-1-enylamino)-N,N-dimethylbenzamide OC1=C(C(=O)N(C)C)C=CC=C1NC1=C(C(C1=O)=O)N[C@@H](CC)C=1OC(=C(C1)C(C)C)C